CN1N=C(C=C1)C(=O)N 1-methylpyrazole-3-carboxamide